1-((S)-2-hydroxy-2-((3R,5R,8R,9R,10S,13S,14S,17S)-3-hydroxy-13-methyl-3-propylhexadecahydro-1H-cyclopenta[a]phenanthren-17-yl)propyl)-1H-pyrazole-3-carbonitrile O[C@@](CN1N=C(C=C1)C#N)(C)[C@H]1CC[C@H]2[C@@H]3CC[C@@H]4C[C@](CC[C@@H]4[C@H]3CC[C@]12C)(CCC)O